N-(2-chlorophenyl)-6-(thiazol-5-yl)picolinamide ClC1=C(C=CC=C1)NC(C1=NC(=CC=C1)C1=CN=CS1)=O